N-(2-(3-methylazetidin-1-yl)ethyl)-5-(trifluoromethyl)benzamide CC1CN(C1)CCNC(C1=CC=CC(=C1)C(F)(F)F)=O